N=1C(=CN2C1C=CC=C2)C(=O)O Imidazo[1,2-a]pyridine-2-carboxylic acid